C(=O)(O)C1=CC2=C(N=C(O2)C2=CC(=CC(=C2)Cl)Cl)C=C1 6-carboxyl-2-(3,5-dichlorophenyl)benzoxazole